S(=O)(=O)(C1=CC=C(C)C=C1)C(C(=O)N)CC tosylbutanamide